tert-butyl 3-(2,6-dichlorophenyl)-3-hydroxy-azetidine-1-carboxylate ClC1=C(C(=CC=C1)Cl)C1(CN(C1)C(=O)OC(C)(C)C)O